C(C)(=O)C1=CC=C(C=C1)C1=CC=C(C=C1)C(CCC)=O 4-acetyl-4'-butyrylbiphenyl